(3-bromo-1-(2-(tert-butyldimethylsilyl)ethyl)-1H-1,2,4-triazol-5-yl)methanol BrC1=NN(C(=N1)CO)CC[Si](C)(C)C(C)(C)C